CC=1C(=NC=CC1)S(=O)(=O)NC=1C=CC=C2C=C(C=NC12)C 3-methyl-N-(3-methyl-quinolin-8-yl)pyridine-2-sulfonamide